N1C(=CC=C1)C1NC2=CC=CC=C2C=2N1C1=C(N2)C=CC=C1 6-(1H-Pyrrol-2-yl)-5,6-dihydro-benzo[4,5]imidazo[1,2-c]quinazoline